OC1=C(C=CC=C1)C1=NC2=CC=CC=C2C(N1)=O 2-(2'-Hydroxyphenyl)-4(3H)-quinazolinone